CN(C(=O)C1=CC=C(C=C1)C=1C=C2C(=NN(C2=CC1)C)C(=O)NCC1=CC=C(C=C1)C(NC)=O)C 5-(4-(dimethylcarbamoyl)phenyl)-1-methyl-N-(4-(methylcarbamoyl)benzyl)-1H-indazole-3-carboxamide